[Pt].ClC1(C(CCCC1)(N)Cl)N dichloro(1,2-cyclohexanediamine) platinum